Thienyl-trimethoxysilane S1C(=CC=C1)[Si](OC)(OC)OC